6'-(((1S,3S)-3-((3H-Imidazo[4,5-b]pyridin-2-yl)amino)cyclopentyl)amino)-2-oxo-2H-[1,3'-bipyridine]-5-carboxylic acid N1=C(NC2=NC=CC=C21)N[C@@H]2C[C@H](CC2)NC2=CC=C(C=N2)N2C(C=CC(=C2)C(=O)O)=O